6-amino-2-(azepan-1-yl)pyridine-3-carboxylic acid NC1=CC=C(C(=N1)N1CCCCCC1)C(=O)O